C1(=CC=CC=C1)C1=NC(=NC(=C1)C1=CC=CC=C1)C1=C(C(=C(C(=C1)C1=NC(=CC(=N1)C1=CC=CC=C1)C1=CC=CC=C1)N1C2=CC=CC=C2C=2C=C(C=CC12)C1=CC=CC=C1)N1C2=CC=CC=C2C=2C=C(C=CC12)C)N1C2=CC=CC=C2C=2C=C(C=CC12)C1=CC=CC=C1 9,9'-(4,6-bis(4,6-diphenylpyrimidin-2-yl)-2-(3-methyl-9H-carbazol-9-yl)-1,3-phenylene)bis(3-phenyl-9H-carbazole)